Cyanomethylenetributyl-phosphorane C(#N)C=P(CCCC)(CCCC)CCCC